(4-(4-(tert-butyloxycarbonyl)piperazin-1-yl)phenyl)boronic acid C(C)(C)(C)OC(=O)N1CCN(CC1)C1=CC=C(C=C1)B(O)O